1-hydroxy-4-(N-(4-(trifluoromethyl)phenyl)sulfamoyl)-2-naphthoic acid OC1=C(C=C(C2=CC=CC=C12)S(NC1=CC=C(C=C1)C(F)(F)F)(=O)=O)C(=O)O